tert-butyl 4-cyano-5-methyl-7,8-dihydro-5H-1,6-naphthyridine-6-carboxylate C(#N)C1=CC=NC=2CCN(C(C12)C)C(=O)OC(C)(C)C